CC1=C(C=C(C(=O)NCC2=NC=C3C=CC(=NC3=C2)C2=NC(=CC=C2)N2C(C(OC(C2([2H])[2H])([2H])[2H])([2H])[2H])([2H])[2H])C=C1)S(=O)(=O)C 4-methyl-3-(methylsulfonyl)-N-((2-(6-(morpholino-d8)pyridin-2-yl)-1,6-naphthyridin-7-yl)methyl)benzamide